(S)-(3-chloro-1-(cyclopropylmethyl)-1H-pyrazol-4-yl)(4-(4-fluorobenzo[d]thiazol-2-yl)-6,7-dihydro-1H-imidazo[4,5-c]pyridin-5(4H)-yl)methanone ClC1=NN(C=C1C(=O)N1[C@@H](C2=C(CC1)NC=N2)C=2SC1=C(N2)C(=CC=C1)F)CC1CC1